decanyl acrylate C(C=C)(=O)OCCCCCCCCCC